C1=C(N=CC(=O)N1)O The molecule is a pyrazine substituted by a hydroxy group at positions 2 and 5. It is a member of pyrazines and a diol.